CP(OC)C methyl (dimethylphosphinite)